2-(1-naphthyl)-4-phenylimidazole C1(=CC=CC2=CC=CC=C12)C=1NC=C(N1)C1=CC=CC=C1